BrC1=CN(C2=C(C=CC=C12)[N+](=O)[O-])C(=O)OC(C)(C)C tert-butyl 3-bromo-7-nitro-indole-1-carboxylate